ClC1=CC=C(C=C1)N1N=CC(=C1)S(=O)(=O)NC1=C(C=C(C=C1)C=C)CC(=O)OC methyl 2-(2-(1-(4-chlorophenyl)-1H-pyrazole-4-sulfonamido)-5-vinylphenyl)acetate